ClC1=CC=C2C(=CC(=NC2=C1Cl)N1[C@@H](CCC1)[C@H](C(F)(F)F)O)N1C=NC=C1 (R)-1-((S)-1-(7,8-dichloro-4-(1H-imidazol-1-yl)quinolin-2-yl)pyrrolidin-2-yl)-2,2,2-trifluoroethan-1-ol